2-chloro-3,4-dihydroxyacetophenone C1=CC(=C(C=C1C(=O)CCl)O)O